ClC1=CC=NC(=N1)SC 6-chloro-2-methylsulfanyl-pyrimidine